3-chloro-2,2-dimethyl-1-propanol ClCC(CO)(C)C